4-hydroxy-3,5-di-n-propyl-pyrazol OC=1C(=NNC1CCC)CCC